O1CCOC2=C1C=CC(=C2)SC2=C(C(=O)O)C=CN=C2 3-(2,3-Dihydro-1,4-benzodioxin-6-ylsulfanyl)isonicotinic acid